C1(CCCC1)N1N=C(C=C1C1=C(C=CC=C1OC)OC)C(=O)N[C@H](CC1=NN=NN1)CCN1CCCCC1 (S)-1-cyclopentyl-5-(2,6-dimethoxyphenyl)-N-(4-(piperidin-1-yl)-1-(1H-tetrazol-5-yl)but-2-yl)-1H-pyrazole-3-carboxamide